NC1=C(C=CC(=C1)F)C1=NC(=C(C(=O)NC=2C=NC(=C(C2)Cl)N2N=CC=N2)C=C1)Cl 6-(2-amino-4-fluorophenyl)-2-chloro-N-(5-chloro-6-(2H-1,2,3-triazol-2-yl)pyridin-3-yl)nicotinamide